CN1C(OC2=C1C=CC(=C2)NC2=NC(=NC=C2F)N)=O N4-(3-methyl-2-oxo-2,3-dihydrobenzo[d]oxazol-6-yl)-5-fluoropyrimidine-2,4-diamine